(4-fluoro-4-(2-formylhydrazine-1-carbonyl)cyclohexyl)carbamic acid tert-butyl ester C(C)(C)(C)OC(NC1CCC(CC1)(C(=O)NNC=O)F)=O